FC(COC=1C(=NC(=NC1OC)NS(=O)(=O)C1=CNC(=C1)C1=NC=CC=C1)OC)F N-[5-(2,2-difluoroethoxy)-4,6-dimethoxy-pyrimidin-2-yl]-5-(2-pyridyl)-1H-pyrrole-3-sulfonamide